BrC1=C2CC(N=C(C2=CC=C1)C=1C=NC(=C(C1)C)C)(C)C 5-bromo-1-(5,6-dimethylpyridine-3-yl)-3,3-dimethyl-3,4-dihydroisoquinoline